N1C=CC2=CC=C(C=C12)NC(=O)C12C(C(=NO1)C=1C=NC=CC1)C1CCC2C1 N-(1H-indol-6-yl)-3-(pyridin-3-yl)-3a,4,5,6,7,7a-hexahydro-4,7-methylenebenzo[d]isoxazole-7a-carboxamide